FC1(CC(C1)C)C1=CC(=NC=C1)N1N=CC(=C1)S(=O)(=O)NC=1C(=CC=C2C=NN(C12)C)OC 1-(4-(1-fluoro-3-methylcyclobutyl)pyridin-2-yl)-N-(6-methoxy-1-methyl-1H-indazol-7-yl)-1H-pyrazole-4-sulfonamide